3-(4-(2-Chlorophenyl)-3,6-dihydropyridin-1(2H)-yl)-4-(trifluoromethyl)benzo[d]isoxazole ClC1=C(C=CC=C1)C=1CCN(CC1)C1=NOC2=C1C(=CC=C2)C(F)(F)F